(3,5-difluoro-4-((7-methoxy-2-oxo-2,3-dihydro-1H-imidazo[4,5-c][1,8]naphthyridin-1-yl)methyl)phenyl)boronic acid FC=1C=C(C=C(C1CN1C(NC=2C=NC=3N=C(C=CC3C21)OC)=O)F)B(O)O